trimethyl-p-phenylenediamine CNC1=CC=C(C=C1)N(C)C